C1(CC1)C1=C(C=CC=C1)C1=CC(=C(C=C1)C1CN(CC1)C(=O)C1=[N+](C=C(C=C1)F)[O-])CO 2-(3-(2'-cyclopropyl-3-(hydroxymethyl)-[1,1'-biphenyl]-4-yl)pyrrolidine-1-carbonyl)-5-fluoropyridine-1-oxide